4-{[(6-Chloropyridin-3-yl)methyl](4-Fluorobenzyl)amino}furan ClC1=CC=C(C=N1)CN(C=1C=COC1)CC1=CC=C(C=C1)F